C(C1=CC=CC=C1)(=O)N1CCN(CC1)C=1N=C2N(C(C1C#N)=O)C=C(C=C2[C@@H](C)NC2=C(C(=O)O)C=CC=C2)C (R)-2-((1-(2-(4-benzoylpiperazin-1-yl)-3-cyano-7-methyl-4-oxo-4H-pyrido[1,2-a]pyrimidin-9-yl)ethyl)amino)benzoic acid